dihydro-(3-amino-3-carboxypropyl)uridine NC(CC[C@@]1([C@H](O)[C@H](O)[C@@H](CO)O1)N1C(=O)NC(=O)CC1)C(=O)O